COC1=CC(=C(C=C1NC1=NC=NC(=C1)N1OCC[C@@H]1C1=CC=CC=C1)NC(C=C)=O)N1C2CN(CC1C2)C N-(4-methoxy-2-(3-methyl-3,6-diazabicyclo[3.1.1]heptane-6-yl)-5-((6-((R)-3-phenylisoxazolidine-2-yl)pyrimidine-4-yl)amino)phenyl)acrylamide